2-((8-amino-7-fluoro-6-(4-methylpyridin-3-yl)isoquinolin-3-yl)amino)-6-methyl-4-methylene-5,6-dihydro-4H-pyrazolo[1,5-d][1,4]diazepin-7(8H)-one NC=1C(=C(C=C2C=C(N=CC12)NC1=NN2CC(N(CC(C2=C1)=C)C)=O)C=1C=NC=CC1C)F